C(#N)C1=CC=C(C=C1)[C@@H]1COC2=C(O1)C=CC=C2C2CCN(CC2)CC2=NC1=C(N2C[C@H]2OCC2)C=C(C=C1F)C(=O)OC methyl 2-((4-((R)-2-(4-cyanophenyl)-2,3-dihydrobenzo[b][1,4]dioxin-5-yl) piperidin-1-yl) methyl)-4-fluoro-1-(((S)-oxetan-2-yl) methyl)-1H-benzo[d]imidazole-6-carboxylate